di-[3-(mesitylenesulfonyl)phenyl]urea C1(=C(C(=CC(=C1)C)C)S(=O)(=O)C=1C=C(C=CC1)NC(NC1=CC(=CC=C1)S(=O)(=O)C1=C(C=C(C=C1C)C)C)=O)C